(2R,3S,4R,5R)-5-(3-benzoyl-2,4-dioxo-3,4-dihydropyrimidin-1(2H)-yl)-4-(cyanomethyl)-2-((E)-2-(dimethoxyphosphoryl)vinyl)tetrahydrofuran-3-yl(2-cyanoethyl)diisopropylphosphoramidite C(C1=CC=CC=C1)(=O)N1C(N(C=CC1=O)[C@H]1[C@@H]([C@@H]([C@H](O1)\C=C\P(=O)(OC)OC)OP([O-])N(C(C)(C)CCC#N)C(C)C)CC#N)=O